FC1=CC(=C(C=C1)NC=1C(=NC(=CC1)OC)C(=O)OCC)C(C)C ethyl 3-((4-fluoro-2-iso-propylphenyl)amino)-6-methoxy-picolinate